3-hydrazino-3-oxo-N-(propan-2-yl)propanamide N(N)C(CC(=O)NC(C)C)=O